(((6-(4-hydroxypiperidin-4-yl)pyridin-2-yl)oxy)methyl)benzonitrile OC1(CCNCC1)C1=CC=CC(=N1)OCC1=C(C#N)C=CC=C1